C(CCC(=O)O)(=O)O.OCCOCN1C=2N=C(NC(C2N=C1)=O)N 9-[(2-hydroxyethoxy)methyl]guanine succinate